CC=1SC=C(N1)C=1CCN(CC1)C(=O)[O-] 4-(2-methylthiazol-4-yl)-3,6-dihydropyridine-1(2H)-carboxylate